methyl-(4-(1-(quinolin-6-ylmethyl)-1H-[1,2,3]triazolo[4,5-b]pyrazin-6-yl)benzyl)-phosphinic acid CP(O)(=O)CC1=CC=C(C=C1)C1=CN=C2C(=N1)N(N=N2)CC=2C=C1C=CC=NC1=CC2